3-(5-methyl-1H-pyrazol-4-yl)-4-(1-piperidinyl)-1H-pyrrolo[2,3-b]pyridine CC1=C(C=NN1)C1=CNC2=NC=CC(=C21)N2CCCCC2